tert-butyl (1R,4R)-5-[6-(2-allyloxyethoxy)-2-pyridyl]-2,5-diazabicyclo[2.2.1]heptane-2-carboxylate C(C=C)OCCOC1=CC=CC(=N1)N1[C@H]2CN([C@@H](C1)C2)C(=O)OC(C)(C)C